8-(pyridin-2-yl)benzofuro[2,3-b]Pyridine N1=C(C=CC=C1)C1=CC=CC2=C1OC1=NC=CC=C12